C(C(CCC(=O)NN)C(=O)NN)C(=O)NN 1,2,4-butanetricarbohydrazide